(S)-2-Cyclopropyl-N4-(1-methyl-3-(5-methylpyridin-3-yl)-1H-pyrazol-5-yl)-N1-((S)-11-oxo-2,3,10,11-tetrahydro-1H,5H-benzo[d]pyrazolo[1,2-a][1,2]diazepin-10-yl)succinamide C1(CC1)[C@@H](C(=O)N[C@H]1C2=C(CN3N(C1=O)CCC3)C=CC=C2)CC(=O)NC2=CC(=NN2C)C=2C=NC=C(C2)C